2-(4-chloro-2-nitrobenzoyl)-5-(3,5-dimethoxyphenyl)cyclohexan-1-one ClC1=CC(=C(C(=O)C2C(CC(CC2)C2=CC(=CC(=C2)OC)OC)=O)C=C1)[N+](=O)[O-]